C(#N)C=1C=C(C=CC1)[C@H](C)NC(=O)C=1C=NC2=C(N=C(C=C2C1N1CCN[C@H](CC1)C)C)C1CC1 N-[(S)-1-(m-cyanophenyl)ethyl]-4-[(S)-5-methyl-1,4-diazepan-1-yl]-8-cyclopropyl-6-methyl-1,7-diaza-3-naphthamide